SCC(CSCCS)SCCCS 3-((1-mercapto-3-((2-mercaptoethyl)thio)propan-2-yl)thio)propan-1-thiol